O1N=C(C=C1)CCC(=O)[O-] 3-(1,2-oxazol-3-yl)propanoate